Tributyl-(2-pyrimidinyl)stannane C(CCC)[Sn](C1=NC=CC=N1)(CCCC)CCCC